Tert-butyl (((2S,3R,4S)-5-chloro-4-(6-cyano-2-fluoro-3-methoxyphenyl)-6-fluoro-3-(methoxymethyl)-2-phenyl-2,3-dihydrobenzofuran-2-yl)methyl)(methyl)carbamate ClC=1C(=CC2=C([C@@H]([C@](O2)(C2=CC=CC=C2)CN(C(OC(C)(C)C)=O)C)COC)C1C1=C(C(=CC=C1C#N)OC)F)F